COC(=O)C1=CC(C2N(CCC3=CC(=CC=C23)C)C1)=C 9-methyl-1-methylene-1,6,7,11b-tetrahydro-4H-pyrido[2,1-a]isoquinoline-3-carboxylic acid methyl ester